CN1C2=NC(=NC(=C2N=C1)C1=CC=C(C=C1)OC(F)(F)F)N1CC(C1)NC(OC(C)(C)C)=O tert-butyl (1-(9-methyl-6-(4-(trifluoromethoxy)phenyl)-9H-purin-2-yl)azetidin-3-yl)carbamate